BrC=1C(=CC=2C3=C(C=NC2C1F)NC([C@@H]1N3C[C@H](N(C1)C(=O)OC(C)(C)C)C)=O)Cl tert-butyl (2R,4aR)-10-bromo-11-chloro-9-fluoro-2-methyl-5-oxo-1,2,4,4a,5,6-hexahydro-3H-pyrazino[1',2':4,5]pyrazino[2,3-c]quinoline-3-carboxylate